[4-(aminomethyl)-1-piperidyl]-[4-[[3-(3-fluoro-4-methylsulfanyl-phenyl)imidazo[1,2-a]pyrazin-8-yl]amino]-2-methyl-phenyl]methanone formate C(=O)O.NCC1CCN(CC1)C(=O)C1=C(C=C(C=C1)NC=1C=2N(C=CN1)C(=CN2)C2=CC(=C(C=C2)SC)F)C